CC1(NC=C(C2=CC(=NC=C12)N)C=1OC2=C(N1)C=C(C=C2)N2CCOCC2)N 1-methyl-4-(5-morpholinylbenzo[d]oxazol-2-yl)-2,7-naphthyridine-1,6-diamine